Ethyl 1-[1-{4-chloro-4'-[4-(spiro[2.2]pentane-1-carbonyl)piperazin-1-yl] [1,1'-biphenyl]-2-yl}piperidin-3-yl]-5-(difluoromethyl)-1H-pyrazole-4-carboxylate ClC1=CC(=C(C=C1)C1=CC=C(C=C1)N1CCN(CC1)C(=O)C1CC12CC2)N2CC(CCC2)N2N=CC(=C2C(F)F)C(=O)OCC